C1[C@@H]([C@H](O[C@H]1N2C=NC3=C(N=CN=C32)NCC(=O)N)CO)O The molecule is a nucleoside analogue that is adenosine in which one of the exocyclic amino hydrogens is replaced by a carbamoylmethyl group. It has a role as a Mycoplasma genitalium metabolite. It is a glycine derivative, an amino acid amide, a nucleoside analogue and a monocarboxylic acid amide. It derives from an adenine.